C(C)(C)(C)OC(=O)N1C(=CC2=CC=CC=C12)CS(=O)C1=CC=C(C=C1)C ((p-tolylsulfinyl)methyl)-1H-indole-1-carboxylic acid tert-butyl ester